OC(CC(=O)O)(C)C beta-hydroxy-beta-methylbutyric acid